Nitrilotriacetic acid disodium salt [Na+].[Na+].N(CC(=O)O)(CC(=O)[O-])CC(=O)[O-]